OC(CCCC)C1=C(C(=O)O)C=CC=C1.C(C)(C)NC(C)C diisopropylamine 2-(1-hydroxypentyl)benzoate